CC1=NC(=CC(=C1)C(=O)OC)C=1C=NN(C1CCCO[C@H](CNC(C1=CC=CC=C1)(C1=CC=CC=C1)C1=CC=CC=C1)C)C methyl 2-methyl-6-[1-methyl-5-[3-[(1S)-1-methyl-2-(tritylamino)ethoxy]propyl]-pyrazol-4-yl]pyridine-4-carboxylate